O1CCN(C2=C1C=CC=C2)S(=O)(=O)C=2C(=CC(=C(N)C2)F)OC 5-(2,3-dihydro-1,4-benzoxazine-4-sulfonyl)-2-fluoro-4-methoxyaniline